(E)-N-(4-methyl-5-(3-(2-(pyridin-2-yl)vinyl)-1H-indazol-6-yl)thiazol-2-yl)-2-(4-methylpiperazin-1-yl)acetamide CC=1N=C(SC1C1=CC=C2C(=NNC2=C1)\C=C\C1=NC=CC=C1)NC(CN1CCN(CC1)C)=O